(S)-2-(pyrrolidin-3-yl)acetonitrile HCl salt Cl.N1C[C@@H](CC1)CC#N